C(C(C)C)C1=CC(=C(S1)S(=O)(=O)NC(=O)N)C1=CC=C(C=C1)CN1C(=NC=C1)C(C)(C)C [5-isobutyl-3-[4-[(2-tert-butyl-imidazol-1-yl)methyl]phenyl]-2-thienyl]sulfonylurea